FC1CN(C1)C(=O)NC1=CC(=C(C=C1)F)N1N=C2N=CC(=CC2=C1)NC(C)C 3-fluoro-N-(4-fluoro-3-{5-[(propan-2-yl)amino]-2H-pyrazolo[3,4-b]pyridin-2-yl}phenyl)azetidine-1-carboxamide